(S)-oxetan-3-yl 4-(6-(4-(1-isopropylpiperidin-3-yl)phenyl)pyrrolo[1,2-b]pyridazin-4-yl)piperazine-1-carboxylate C(C)(C)N1C[C@@H](CCC1)C1=CC=C(C=C1)C=1C=C2N(N=CC=C2N2CCN(CC2)C(=O)OC2COC2)C1